COC1=C(C(=CC(=C1)C)OC)B(O)O (2,6-dimethoxy-4-methylphenyl)-boronic acid